NC1=NC(=NC=C1)C=1C=CC(=NC1)P(C)(C)=O (5-(4-aminopyrimidin-2-yl)pyridin-2-yl)dimethylphosphine oxide